3,5-dichloro-4-(2-fluoro-4-methoxy-phenoxy)aniline ClC=1C=C(N)C=C(C1OC1=C(C=C(C=C1)OC)F)Cl